CS(=O)(=O)ON=C1C(C#N)C=CC(=C1)Br (methylsulfonyloxyimino)-4-bromobenzonitrile